C(C)C=1C=NC(=NC1)N1CCC(CC1)CCOCC1=CC(=C(C=C1)CC(=O)N1CC(C1)CO)F 2-(4-((2-(1-(5-ethylpyrimidin-2-yl)piperidin-4-yl)ethoxy)methyl)-2-fluorophenyl)-1-(3-(hydroxymethyl)azetidin-1-yl)ethan-1-one